1-(tert-butyl) 2-methyl (2S,4S)-4-((2-nitropyridin-3-yl)oxy)-5-oxopyrrolidine-1,2-dicarboxylate [N+](=O)([O-])C1=NC=CC=C1O[C@H]1C[C@H](N(C1=O)C(=O)OC(C)(C)C)C(=O)OC